Cl.C1(CCC1)[C@H](C)N (S)-1-cyclobutylethan-1-amine hydrochloride